C(C)(=O)OC=1C(=NC=CC1OC)C(=O)N[C@H](C(=O)O[C@H]([C@@H](C)C1=C(C=C(C=C1)C)C)C)C [(1S,2S)-2-(2,4-dimethylphenyl)-1-methyl-propyl] (2S)-2-[(3-acetoxy-4-methoxy-pyridine-2-carbonyl)amino]propanoate